O1CCN(CCC1)C1C(CNC1)O 4-(1,4-Oxazepan-4-yl)pyrrolidin-3-ol